ClC[C@H](C(=O)Cl)CC R-2-(chloromethyl)butyryl chloride